4-[1-(cyclopropylmethyl)-1H-pyrazol-3-yl]-5-methyl-1,2-oxazol-3-yl-3-azabicyclo[3.1.0]Hexane-3-carboxylic acid tert-butyl ester C(C)(C)(C)OC(=O)N1CC2(CC2C1)C1=NOC(=C1C1=NN(C=C1)CC1CC1)C